5-((1H-pyrazol-1-yl)methyl)-N-((3,3-difluoro-6-methoxy-2,3-dihydrobenzofuran-7-yl)sulfonyl)-6-methoxypicolinamide N1(N=CC=C1)CC=1C=CC(=NC1OC)C(=O)NS(=O)(=O)C1=C(C=CC=2C(COC21)(F)F)OC